C(C)(C)(C)NC(CN(C)C=1C2=C(N=C(N1)C=1N=CN(C1)CCO)CCC2)=O N-tert-butyl-2-({2-[1-(2-hydroxyethyl)-1H-imidazol-4-yl]-5H,6H,7H-cyclopenta[d]pyrimidin-4-yl}(methyl)amino)acetamide